The molecule is a 5-benzoyl-2,3-dihydro-1H-pyrrolizine-1-carboxylic acid that has R configuration. Unlike the S-enantiomer, it does not exhibit COX1 and COX2 inhibition, but does exhibit analgesic activity. Racemic ketorolac, known simply as ketorolac, is used (mainly as a tromethamine salt) as a potent analgesic for the short-term management of post-operative pain, and in eye drops to relieve the ocular itching associated with seasonal allergic conjunctivitis. It has a role as an analgesic. It is an enantiomer of a (S)-ketorolac. C1CN2C(=CC=C2C(=O)C3=CC=CC=C3)[C@@H]1C(=O)O